4-((3-Bromo-5-cyanophenoxy)methyl)-3-fluorobenzonitrile BrC=1C=C(OCC2=C(C=C(C#N)C=C2)F)C=C(C1)C#N